ClC1=CC=C(C=C1)C#CCN1C=CC2=CC=CC=C12 1-(3-(4-chlorophenyl)prop-2-yn-1-yl)-1H-indole